(Z)-N'-hydroxy-3-((5-iodopyridin-2-yl)oxy)benzamidine O\N=C(\C1=CC(=CC=C1)OC1=NC=C(C=C1)I)/N